ClC=1C=C2C3=C(NC2=C(C1)C=1C=NC=NC1)C=NC=C3 6-Chloro-8-pyrimidin-5-yl-9H-pyrido[3,4-b]indole